C(=C)C(C(C(C(C(C(C=C)(F)F)(F)F)(F)F)(F)F)(F)F)(F)F 1,6-Divinyl-Perfluorohexane